C12C=CC(C3C1C(=O)OC3=O)C2 norbornene-5,6-dicarboxylic anhydride